C(C1=CC=CC=C1)SC1=C(OC2(CC2)CCCN(C(OC(C)(C)C)=O)C2CCC(CC2)(F)F)C=C(C=C1)C tert-Butyl (3-(1-(2-(benzylthio)-5-methylphenoxy)cyclopropyl)propyl)(4,4-difluorocyclohexyl)carbamate